(R)-2-(1-(6-(5-((4-(cyclopropylmethyl)-2H-1,2,3-triazol-2-yl)methyl)-1-methyl-1H-1,2,3-triazol-4-yl)-2-(difluoromethyl)pyridin-3-yl)piperidin-3-yl)acetic acid C1(CC1)CC1=NN(N=C1)CC1=C(N=NN1C)C1=CC=C(C(=N1)C(F)F)N1C[C@H](CCC1)CC(=O)O